C(C)C1C(C=2C(CCOC2CC1)(C)C)=O 6-Ethyl-4,4-dimethyl-2,3,4,6,7,8-hexahydro-5H-chromen-5-on